CN1CCN(CC1)C1=NC2=CC(=CC=C2C=C1)C=1CC[C@@H](CN1)C 2-(4-methylpiperazin-1-yl)-7-[(3S)-3-methyl-2,3,4,5-tetrahydropyridin-6-yl]quinoline